N1=C(C=CC=C1)CCSC(CS(=O)(=O)[O-])CSCCC1=NC=CC=C1 2,3-bis[2-(2-pyridyl)ethyl-sulfanyl]propane-1-sulfonate